COC1=C(C=NC(=C1)N1C=NC(=C1)CN1C(O[C@@H](C1)C=1C(=C2COC(C2=CC1)=O)C)=O)C#N (R)-4-methoxy-6-(4-((5-(4-methyl-1-oxo-1,3-dihydroisobenzofuran-5-yl)-2-oxooxazolidin-3-yl)methyl)-1H-imidazol-1-yl)pyridine-3-carbonitrile